3-(4'-((5-cyclopropyl-3-(2,6-dichlorophenyl)isoxazol-4-yl)methoxy)-[1,1'-biphenyl]-3-yl)propionic acid C1(CC1)C1=C(C(=NO1)C1=C(C=CC=C1Cl)Cl)COC1=CC=C(C=C1)C1=CC(=CC=C1)CCC(=O)O